6,9-dimethyl-1,5,8-decatriene CC(=CCCC=C)CC=C(C)C